2-(4,4-difluorocyclohexyl)-4-(2,5-difluorophenyl)-N-methylpyridin-3-amine hydrochloride Cl.FC1(CCC(CC1)C1=NC=CC(=C1NC)C1=C(C=CC(=C1)F)F)F